CC=1C(=NC=CC1)C1=NC2=CC(=NC=C2S1)NC1=CC=CC(=N1)C1(C2CNC(C1)C2)O 5-{6-[2-(3-methyl-2-pyridyl)-3-thia-1,5-diaza-6-indenylamino]-2-pyridyl}-2-azabicyclo[2.2.1]heptan-5-ol